C(CC=C)[Si](OC)(OC)OC 3-butenyltrimethoxysilane